3α,7α,12α-Trihydroxy-6α-ethyl-23(S)-fluoro-5β-cholan-24-oate O[C@H]1C[C@H]2[C@H]([C@H]([C@H]3[C@@H]4CC[C@H]([C@@H](C[C@@H](C(=O)[O-])F)C)[C@]4([C@H](C[C@@H]3[C@]2(CC1)C)O)C)O)CC